COC(C1=C(C=CC=C1NC=C1C(OC(OC1=O)(C)C)=O)Br)=O 2-bromo-6-(((2,2-dimethyl-4,6-dioxo-1,3-dioxane-5-ylidene)methyl)amino)benzoic acid methyl ester